methyl-α-[4-methyl-3-pentenyl]oxiranemethanol CC1(OC1)C(O)CCC=C(C)C